C(#N)C=1C=C(C=NC1)[C@@H]1CC=NN1C(=O)N1CCN(CC1)C1=NC=CC(=N1)C(=O)N (S)-2-(4-(5-(5-cyanopyridin-3-yl)-4,5-dihydro-1H-pyrazole-1-carbonyl)piperazin-1-yl)pyrimidine-4-carboxamide